(R)-1-(3-(1-(4-(2-fluoro-3-methoxyphenoxy)phenyl)-5-propoxyimidazo[1,5-a]pyrazin-3-yl)pyrrolidin-1-yl)prop-2-en-1-one FC1=C(OC2=CC=C(C=C2)C=2N=C(N3C2C=NC=C3OCCC)[C@H]3CN(CC3)C(C=C)=O)C=CC=C1OC